[Al].[Sn].[Co].[Ni] nickel cobalt tin aluminum